pyrrolidinium sulfate S(=O)(=O)([O-])[O-].[NH2+]1CCCC1.[NH2+]1CCCC1